NC1=CC=C2C(=N1)CC[C@H]2NC(=O)[C@@H]2CCC=1N2C(C(=CN1)NCC1C2C(C1C2)C#N)=O (6S)-N-((R)-2-AMINO-6,7-DIHYDRO-5H-CYCLOPENTA[B]PYRIDIN-5-YL)-3-(((4-CYANOBICYCLO[1.1.1]PENTAN-2-YL)METHYL)AMINO)-4-OXO-4,6,7,8-TETRAHYDROPYRROLO[1,2-A]PYRIMIDINE-6-CARBOXAMIDE